COC1=CC=C(C=C1)N(C1=CC=C(C=C1)C1=CC=C(C=C1)N(C1=CC=C(C=C1)OC)C1=CC=C(C=C1)OC)C1=CC=C(C=C1)OC N4,N4,N4',N4'-tetrakis(4-methoxyphenyl)-[1,1'-biphenyl]-4,4'-diamine